3-(6-(aminomethyl)-4-chloro-2-methylpyridin-3-yl)piperidine-2,6-dione hydrochloride Cl.NCC1=CC(=C(C(=N1)C)C1C(NC(CC1)=O)=O)Cl